1-(5-iodo-6-(2,2,2-trifluoroethoxymethyl)pyrazin-2-yl)piperidine-4-carbonitrile IC=1N=CC(=NC1COCC(F)(F)F)N1CCC(CC1)C#N